2'-((1,3,5-triazine-2,4,6-triyl)tri(acetylene-2,1-diyl))tri(propan-2-ol) N1=C(N=C(N=C1C#CCC(C)O)C#CCC(C)O)C#CCC(C)O